1-Methyl-N-[4-[4-(1-methyl-3-piperidyl)phenoxy]-6-(o-tolyl)-5-(1,1,2,2,2-pentafluoroethyl)pyrimidin-2-yl]pyrazole-4-sulfonamide CN1N=CC(=C1)S(=O)(=O)NC1=NC(=C(C(=N1)OC1=CC=C(C=C1)C1CN(CCC1)C)C(C(F)(F)F)(F)F)C1=C(C=CC=C1)C